3-[2-(morpholin-4-yl)-8-(1H-pyrazol-5-yl)-1,7-naphthyridin-4-yl]aniline N1(CCOCC1)C1=NC2=C(N=CC=C2C(=C1)C=1C=C(N)C=CC1)C1=CC=NN1